5-bromo-2-[(prop-2-yl)carbamoyl]benzoic acid BrC=1C=CC(=C(C(=O)O)C1)C(NC(C)C)=O